bis(4-β-hydroxyethoxyphenyl) sulfone OCCOC1=CC=C(C=C1)S(=O)(=O)C1=CC=C(C=C1)OCCO